isopropyl 4-(3,3-dimethylindolin-1-yl)-2-((4-fluoro-2-methoxy-5-nitrophenyl)amino)pyrimidine-5-carboxylate CC1(CN(C2=CC=CC=C12)C1=NC(=NC=C1C(=O)OC(C)C)NC1=C(C=C(C(=C1)[N+](=O)[O-])F)OC)C